4-(4-fluoropiperidine-1-carbonyl)-2-(5-(2-hydroxypropan-2-yl)-1,2,4-oxadiazol-3-yl)thiazol-5-yl-N-(1,1,1-trifluoropropan-2-yl)benzenesulfonamide FC1CCN(CC1)C(=O)C=1N=C(SC1C1=C(C=CC=C1)S(=O)(=O)NC(C(F)(F)F)C)C1=NOC(=N1)C(C)(C)O